[(1R,2S,6S,8R)-4,4,9,9-tetramethyl-3,5-dioxatricyclo[6.1.1.0^{2,6}]decan-2-yl]methyl 4-methylbenzenesulfonate CC1=CC=C(C=C1)S(=O)(=O)OC[C@]12[C@H]3C([C@@H](C[C@@H]2OC(O1)(C)C)C3)(C)C